3-(4-chlorophenyl)-2-{2-[1-(2-fluorophenyl)-1H-1,2,3-triazol-4-yl]Acetylamino}-3-oxopropanoic acid ethyl ester C(C)OC(C(C(=O)C1=CC=C(C=C1)Cl)NC(CC=1N=NN(C1)C1=C(C=CC=C1)F)=O)=O